1-amino-3,6,9,12-tetraoxaeicosane NCCOCCOCCOCCOCCCCCCCC